[O-]S(=O)(=O)C(F)(F)F.C1(=C(C=CC=C1)[N+]1=CC=CC=C1)C N-tolyl-pyridinium triflate